CN1C[C@H](CC1)CS(=O)(=O)[O-] (S)-1-methylpyrrolidin-3-ylmethylsulfonate